4-(4-bromophenyl)-1-((4-methoxybenzyl)oxy)-N,N-dimethyl-2-naphthamide BrC1=CC=C(C=C1)C1=CC(=C(C2=CC=CC=C12)OCC1=CC=C(C=C1)OC)C(=O)N(C)C